C1=C(C=C(C2=CC(=CC=C12)C(=O)O)C(=O)O)C(=O)O 2,4,6-naphthalenetricarboxylic acid